N-aminooctyl-succinimide methacrylate C(C(=C)C)(=O)O.NCCCCCCCCN1C(CCC1=O)=O